3-methyl-4,5-methylenedioxyamphetamine CC=1C=C(CC(N)C)C=C2C1OCO2